3-[[5-[4-(5-chlorooxazolo[4,5-b]pyridin-2-yl)piperazine-1-carbonyl]-3-methyl-2-pyridyl]oxymethyl]-5-fluoro-benzonitrile ClC1=CC=C2C(=N1)N=C(O2)N2CCN(CC2)C(=O)C=2C=C(C(=NC2)OCC=2C=C(C#N)C=C(C2)F)C